NC1=CC2=CC3=CC=C(C=C3C=C2C=C1)N 2,6-Diaminoanthracene